tin hydroxide phosphate P(=O)(O)(O)O.[Sn](O)(O)(O)O